(S)-2,2-Dimethyl-4-oxo-5-(1-(4-(pyridin-4-ylcarbamoyl)phenyl)ethyl)-3,8,11,14,17,20,23-heptaoxa-5-azapentacosan-25-yl methanesulfonate CS(=O)(=O)OCCOCCOCCOCCOCCOCCOCCN(C(OC(C)(C)C)=O)[C@@H](C)C1=CC=C(C=C1)C(NC1=CC=NC=C1)=O